Anthra(1,9-cd)pyrazol-6(2H)-one N=1NC2=C3C1C1=CC=CC=C1C(C3=CC=C2)=O